4-(2-Fluorophenyl)-1-(((R)-10-hydroxy-7-((R)-4,4,4-trifluoro-2-methylbutanoyl)-7-azaspiro[4.5]decan-10-yl)methyl)-5-(piperazine-1-carbonyl)pyridin FC1=C(C=CC=C1)C1=CCN(C=C1C(=O)N1CCNCC1)C[C@]1(CCN(CC12CCCC2)C([C@@H](CC(F)(F)F)C)=O)O